C(C)(C)(C)OC(=O)NCC1(CCN(CC1)C=1N=CC(=NC1CO)SC1=C(C(=NC=C1)N1CCC(CC1)C(=O)O)Cl)C 1-(4-((5-(4-(((tert-butoxycarbonyl)amino)methyl)-4-methylpiperidin-1-yl)-6-(hydroxymethyl)pyrazin-2-yl)thio)-3-chloropyridin-2-yl)piperidine-4-carboxylic acid